4-(3-((1-(4-Chloro-3-(2,4-dioxotetrahydropyrimidin-1(2H)-yl)benzoyl)piperidin-4-yl)oxy) Propyl)piperidine-1-carboxylate ClC1=C(C=C(C(=O)N2CCC(CC2)OCCCC2CCN(CC2)C(=O)[O-])C=C1)N1C(NC(CC1)=O)=O